3-((R)-2-(2-(4-acetylpiperazin-1-yl)-6-(cyclobutylamino)isonicotinamido)-1-hydroxyethyl)-7-(methoxymethoxy)-3,4-dihydroisoquinoline C(C)(=O)N1CCN(CC1)C=1C=C(C(=O)NC[C@@H](O)C2N=CC3=CC(=CC=C3C2)OCOC)C=C(N1)NC1CCC1